C12(CC3CC(CC(C1)C3)C2)N(CCCCCCCSC2=C3C(N(C(C3=C(C=C2)F)=O)C2C(NC(CC2)=O)=O)=O)C 4-((7-((adamantan-1-yl)(methyl)amino)heptyl)thio)-2-(2,6-dioxopiperidin-3-yl)-7-fluoroisoindoline-1,3-dione